O1C(CCC2=CC=CC=C12)CNC(C(=O)O)=O 2-((chroman-2-ylmethyl)amino)-2-oxoacetic acid